(E)-1-(N-butyl-pyrrol-2-yl)-3-(p-tolyl)prop-2-en-1-one C(CCC)N1C(=CC=C1)C(\C=C\C1=CC=C(C=C1)C)=O